FC(C1=C(C=NC(=C1)N[C@H](C(F)(F)F)C)C1=C(N=C(S1)C(=O)N[C@H]1[C@@H](CCC1)O)C(=O)N1[C@H](CCC1)C)F 5-(4-(difluoromethyl)-6-(((S)-1,1,1-trifluoropropan-2-yl)amino)pyridin-3-yl)-N-((1R,2R)-2-Hydroxycyclopentyl)-4-((S)-2-methylpyrrolidine-1-carbonyl)thiazole-2-carboxamide